3-(2-methyl-4-oxo-6-((4-(piperidin-1-ylmethyl)benzyl)oxy)quinazolin-3(4H)-yl)piperidine-2,6-dione CC1=NC2=CC=C(C=C2C(N1C1C(NC(CC1)=O)=O)=O)OCC1=CC=C(C=C1)CN1CCCCC1